C(C(C)C)NC(=O)[C@H](O)[C@@H](O)[C@@H](O)CO N-isobutyl-L-arabinonamide